C(C)(C)(C)OC(=O)N1C[C@@H](N(CC1)C1=NC(=NC(=C1[N+](=O)[O-])C)Cl)C (S)-4-(2-chloro-6-methyl-5-nitropyrimidin-4-yl)-3-methylpiperazine-1-carboxylic acid tert-butyl ester